ClC1=C(CNC(=O)[C@]2(C=3C=CC=NC3[C@]3(CC2)OC3)F)C(=CC(=C1)F)CO (2S,5'S)-N-(2-chloro-4-fluoro-6-(hydroxy-methyl)benzyl)-5'-fluoro-6',7'-dihydro-5'H-spiro[oxirane-2,8'-quinoline]-5'-carboxamide